3-(4-(6-cyclopropylpyridin-3-yl)phenyl)-N-(4-fluorophenyl)oxetan-3-carboxamide C1(CC1)C1=CC=C(C=N1)C1=CC=C(C=C1)C1(COC1)C(=O)NC1=CC=C(C=C1)F